CC1=CC=C(C=C1)C1=CC=CC2=C(C3=CC=CC=C3C(=C12)C1=CC2=CC=CC=C2C=C1)C1=CC2=CC=CC=C2C=C1 (4-methyl-phenyl)-9,10-bis-(2-naphthyl)anthracene